C(#N)C=1C(=NC(=C(C1CC)C#N)N1CCC(CC1)N1C(NCC1=O)=O)SC(C(=O)N)C1=CC=CC=C1 2-((3,5-dicyano-6-(4-(2,5-dioxoimidazolidin-1-yl)piperidin-1-yl)-4-ethylpyridin-2-yl)sulfanyl)-2-phenylacetamide